4-(2,5-dimethoxy-4-((4-(piperidin-4-yloxy)piperidin-1-yl)methyl)phenyl)-2-methyl-2,7-naphthyridin-1(2H)-one COC1=C(C=C(C(=C1)CN1CCC(CC1)OC1CCNCC1)OC)C1=CN(C(C2=CN=CC=C12)=O)C